(3S,10R)-7-((2S,5R)-4-acryloyl-2,5-dimethylpiperazin-1-yl)-9-chloro-10-(2-fluoro-6-hydroxyphenyl)-3-(3-morpholinopropyl)-2,3-dihydro-5H-[1,4]oxazino[2,3,4-ij]quinazolin-5-one C(C=C)(=O)N1C[C@@H](N(C[C@H]1C)C1=NC(N2C3=C(C(=C(C=C13)Cl)C1=C(C=CC=C1O)F)OC[C@@H]2CCCN2CCOCC2)=O)C